C(C)C=1N=C2N(C=C(C=C2F)NC(=O)N2CCC=3C2=NC=CC3N3CCN(C2(CC2)C3)C(=O)OC(C)(C)C)C1 tert-butyl 7-(1-((2-ethyl-8-fluoroimidazo[1,2-a]pyridin-6-yl)carbamoyl)-2,3-dihydro-1H-pyrrolo[2,3-b]pyridin-4-yl)-4,7-diazaspiro[2.5]octane-4-carboxylate